ClC1=NC=C(C=C1)OC(F)F 2-chloro-5-difluoromethoxypyridine